C(C1=CC=CC=C1)NC[C@H](C)O (S)-1-(Benzylamino)propan-2-ol